ClC=1C=C2C=NC(=NC2=CC1C1CCN(CC1)[C@]1(COC[C@H]1O)C)NC1=C(C(=NN1C)C)C#N |o1:17,21| (3S,4S) or (3R,4R)-5-({6-chloro-7-[1-(4-hydroxy-3-methyloxolan-3-yl)piperidin-4-yl]quinazolin-2-yl}amino)-1,3-dimethyl-1H-pyrazole-4-carbonitrile